COCCN1C(CN(CC1C)C1=NC(=NC=C1)C1=CN=C2N1C=C(C=C2)C(F)(F)F)C 3-(4-(4-(2-methoxyethyl)-3,5-dimethylpiperazin-1-yl)pyrimidin-2-yl)-6-(trifluoromethyl)imidazo[1,2-a]pyridine